[Cl-].OC=1C(=[O+]C2=CC(=CC(=C2C1)O)O)C1=CC(=C(C(=C1)O)O)O 3,3',4',5,5',7-Hexahydroxyflavylium chloride